(R)-3-(1,4-dimethyl-1H-benzo[d][1,2,3]triazol-5-yl)-3-(3-((2,2-dimethyl-2,3-dihydrobenzo[f][1,4]oxazepin-4(5H)-yl)methyl)-4-methylphenyl)propanoic acid, formic acid salt C(=O)O.CN1N=NC2=C1C=CC(=C2C)[C@H](CC(=O)O)C2=CC(=C(C=C2)C)CN2CC(OC1=C(C2)C=CC=C1)(C)C